ClC=1C=C2C3=C(NC2=CC1)C1=C(NC(C3)=O)C=CS1 8-chloro-6,11-dihydro-thieno[3',2':2,3]azepino[4,5-b]indol-5(4H)-one